C1(=CC=CC=C1)C(C(C=CC1=CC=C(C=C1)C)=O)C 4-phenyl-1-(4-methylphenyl)-1-penten-3-one